FC=1C(=C(C=C(C1)C1CCN(CC1)C)C(C(=O)O)N1C[C@@H](CC1)OCCCCCC1=NC=2NCCCC2C=C1)OC 2-(3-fluoro-2-methoxy-5-(1-methylpiperidin-4-yl)phenyl)-2-((R)-3-((5-(5,6,7,8-tetrahydro-1,8-naphthyridin-2-yl)pentyl)oxy)pyrrolidin-1-yl)acetic acid